4-iodo-5-methoxy-2-[(4-methoxyphenyl)methoxy]pyridine IC1=CC(=NC=C1OC)OCC1=CC=C(C=C1)OC